COC(=O)C1=C(C(CC1)O[Si](C)(C)C(C)(C)C)CC1=C(C=C(C=C1)F)OC.C(CCCCCCCCCC)C1=C(C2=CC=CC=C2C=C1)CCCCCCCCCCC di(undecyl)naphthalene methyl-3-[tert-butyl(dimethyl)silyl]oxy-2-[(4-fluoro-2-methoxy-phenyl)methyl]cyclopentene-1-carboxylate